N,N-dimethyltetracosa-15,18-dien-7-amine CN(C(CCCCCC)CCCCCCCC=CCC=CCCCCC)C